FC1(O[C@H]([C@H](N(C1)C(=O)C1=NN(C=C1C1=NC=C(C=C1)OC)C)CNC1=NC=C(N=C1)C(F)(F)F)C)F ((5R,6S)-2,2-Difluoro-6-methyl-5-(((5-(trifluoromethyl)pyrazin-2-yl)amino)methyl)morpholino)(4-(5-methoxypyridin-2-yl)-1-methyl-1H-pyrazol-3-yl)methanone